monoammonium citrate C(CC(O)(C(=O)O)CC(=O)O)(=O)[O-].[NH4+]